3-(4-(4-(6-amino-5-nitropyrimidin-4-yl)piperazin-1-yl)butyl)-5-cyano-1H-indole NC1=C(C(=NC=N1)N1CCN(CC1)CCCCC1=CNC2=CC=C(C=C12)C#N)[N+](=O)[O-]